C(=O)O.CNC=1N=C(C(=NC1C=1C2=C(C=NC1)N(C=N2)C)C(=O)N)NC2=CC=C(C=C2)[C@H](C)N2CCN(CC2)C |o1:31| 5-(methylamino)-6-(3-methylimidazo[4,5-c]pyridin-7-yl)-3-[4-[rel-(1S)-1-(4-methylpiperazin-1-yl)ethyl]anilino]pyrazine-2-carboxamide formate